NC1=NC=CC2=C1N(C(N2[C@H]2CN(CCC2)C(=O)C(C#N)=CC2(CC2)C)=O)C2=CC=C(C=C2)OC2=CC=CC=C2 (R)-2-(3-(4-amino-2-oxo-3-(4-phenoxyphenyl)-2,3-dihydro-1H-imidazo[4,5-c]pyridin-1-yl)piperidine-1-carbonyl)-3-(1-methylcyclopropyl)acrylonitrile